4-(11-Hydroxyundecyloxy)benzaldehyd OCCCCCCCCCCCOC1=CC=C(C=O)C=C1